rac-((R)-2-(((2S,3R,4S,5S)-5-(6-chloro-4-(cyclopentylamino)-1H-pyrazolo[3,4-b]pyridin-1-yl)-3,4-dihydroxytetrahydrofuran-2-yl)methoxy)-1-hydroxypropan-2-yl)phosphonic acid ClC1=CC(=C2C(=N1)N(N=C2)[C@@H]2[C@H]([C@H]([C@@H](O2)CO[C@](CO)(C)P(O)(O)=O)O)O)NC2CCCC2 |r|